5-chloro-6-(1-(1-ethoxyethyl)-1H-pyrazol-4-yl)-N-(2-fluorocyclobutyl)-[1,2,4]triazolo[1,5-a]pyridin-2-amine ClC1=C(C=CC=2N1N=C(N2)NC2C(CC2)F)C=2C=NN(C2)C(C)OCC